C1(CC1)C1=C(C(=NO1)C1=C(C=CC=C1Cl)Cl)CO[C@H]1[C@@H]2[C@H](N([C@H](C1)C2)C2=CC(=C(C(=O)O)C=C2)F)C 4-[(1S,3R,4S,5R)-5-{[5-cyclopropyl-3-(2,6-dichlorophenyl)-1,2-oxazol-4-yl]methoxy}-3-methyl-2-azabicyclo[2.2.1]heptan-2-yl]-2-fluorobenzoic acid